2-(2-cyclopropyl-3-(5-fluoropyridin-3-yl)phenyl)-N-((1R,6S)-2,2-difluoro-6-((1-isopropylpiperidin-4-yl)oxy)cyclohexyl)acetamide C1(CC1)C1=C(C=CC=C1C=1C=NC=C(C1)F)CC(=O)N[C@H]1C(CCC[C@@H]1OC1CCN(CC1)C(C)C)(F)F